di(tert-butyl)(3-trifluoromethoxyphenyl)phosphine C(C)(C)(C)P(C1=CC(=CC=C1)OC(F)(F)F)C(C)(C)C